CN(C1=CC=C(C=C1)C1(CC(=C(C=C1)N(C)C)C1OC(=O)C2=CC=CC=C12)C1=CC=C(C=C1)N(C)C)C 3,3-bis(p-dimethylaminophenyl)-6-dimethylaminophenylphthalide